2-(2',6'-diphenyl-[1,1':4',1''-terphenyl]-4-yl)-4-phenyl-6-(3-(4,4,5,5-tetramethyl-1,3,2-dioxaborolan-2-yl)phenyl)-1,3,5-triazine C1(=CC=CC=C1)C1=C(C(=CC(=C1)C1=CC=CC=C1)C1=CC=CC=C1)C1=CC=C(C=C1)C1=NC(=NC(=N1)C1=CC=CC=C1)C1=CC(=CC=C1)B1OC(C(O1)(C)C)(C)C